C(=C)O[Si](OC=C)(OC=C)OC=C tetravinyloxysilane